(S)-8-(2-amino-6-((R)-1-(3'-ethoxy-5'-fluoro-3-(3-methyl-1H-pyrazol-1-yl)-[1,1'-biphenyl]-4-yl)-2,2,2-trifluoroethoxy)pyrimidin-4-yl)-2,8-diazaspiro[4.5]decane-3-carboxylic acid NC1=NC(=CC(=N1)N1CCC2(C[C@H](NC2)C(=O)O)CC1)O[C@@H](C(F)(F)F)C1=C(C=C(C=C1)C1=CC(=CC(=C1)F)OCC)N1N=C(C=C1)C